(S)-2-((((9H-fluoren-9-yl)methoxy)carbonyl)amino)-4-(5-cyanopyridin-3-yl)butanoic acid C1=CC=CC=2C3=CC=CC=C3C(C12)COC(=O)N[C@H](C(=O)O)CCC=1C=NC=C(C1)C#N